4-fluoro-1H-benzimidazol FC1=CC=CC=2NC=NC21